COC1=C(C=C2C(CC3N(C2=C1)CCNC3)C)C(=O)N 9-methoxy-6-methyl-2,3,4,4a,5,6-hexahydro-1H-pyrazino[1,2-a]quinoline-8-carboxamide